(7-morpholino-5-(3-(m-tolyl)-1H-pyrazol-1-yl)thiazolo[5,4-d]pyrimidin-2-yl)methanol O1CCN(CC1)C=1C2=C(N=C(N1)N1N=C(C=C1)C=1C=C(C=CC1)C)SC(=N2)CO